CC1=CC=C(C=C1)S(=O)(=O)N1C=C(C2=CC=CC=C12)C1C2CCCC(C1)N2CCCC(=O)NN 4-(6-(1-(4-methylbenzenesulfonyl)-1H-indol-3-yl)-8-azabicyclo[3.2.1]oct-8-yl)butyryl-hydrazine